3-((4,6-bis((3-(didodecylamino)propyl)amino)-1,3,5-triazin-2-yl)amino)propan-1-ol C(CCCCCCCCCCC)N(CCCNC1=NC(=NC(=N1)NCCCN(CCCCCCCCCCCC)CCCCCCCCCCCC)NCCCO)CCCCCCCCCCCC